C(C1=CC=C(C(=O)O)C=C1)(=O)O.C1(CCCCC1)(CO)CO trans-cyclohexanedimethanol terephthalate